[C@@H]12N(C[C@@H](NC1)C2)C2=NC(=CC(=N2)N2CC=1C(=NC=CC1C2=O)C2=C(C=CC=C2OC)F)C 2-(2-((1s,4s)-2,5-diazabicyclo[2.2.1]hept-2-yl)-6-methylpyrimidin-4-yl)-4-(2-fluoro-6-methoxyphenyl)-2,3-dihydro-1H-pyrrolo[3,4-c]pyridin-1-one